(5-((3-fluorophenyl)ethynyl)-2,3-dihydro-1H-inden-1-yl)piperidine-4-carboxylic acid FC=1C=C(C=CC1)C#CC=1C=C2CCC(C2=CC1)N1CCC(CC1)C(=O)O